oxetan-3-yl (Z)-3-aminobut-2-enoate N\C(=C/C(=O)OC1COC1)\C